FC=1C=C(C=C2C=NC(=NC12)C1COCCC1)CN1C[C@H]([C@@H](C1)COC)OC=1C=C2CN(C(C2=CC1)=O)[C@@H]1C(NC(CC1)=O)=O |o1:37| rel-(3S)-3-(5-{[(3S,4S)-1-{[8-fluoro-2-(oxan-3-yl)quinazolin-6-yl]methyl}-4-(methoxymethyl)pyrrolidin-3-yl]oxy}-1-oxo-2,3-dihydro-1H-isoindol-2-yl)piperidine-2,6-dione